3-(benzyloxy)-N,2-dimethylcyclobutan-1-amine C(C1=CC=CC=C1)OC1C(C(C1)NC)C